3-fluoro-4-(2-(4-hydroxy-piperidine-1-carbonyl)-6,9-dioxo-5-(4-(trifluoromethyl)benzyl)-5,8-diazaspiro[3.5]nonan-8-yl)benzonitrile FC=1C=C(C#N)C=CC1N1CC(N(C2(CC(C2)C(=O)N2CCC(CC2)O)C1=O)CC1=CC=C(C=C1)C(F)(F)F)=O